tert-butyl 4-(2-{[1-(1-methylethyl)-1H-pyrazolo[4,3-c]pyridin-6-yl]amino}-6-pyrrolidin-1-ylpyrimidin-4-yl)piperazine-1-carboxylate CC(C)N1N=CC=2C=NC(=CC21)NC2=NC(=CC(=N2)N2CCN(CC2)C(=O)OC(C)(C)C)N2CCCC2